C1(=CC=CC=C1)C(C(=O)N1[C@@H]([C@H]2CC[C@@H](C1)N2C(=O)OCC2=C(C=CC=C2)F)C(=O)O)C2=CC=CC=C2 (1R,2S,5S)-3-(2,2-diphenylacetyl)-8-(((2-fluorobenzyl)oxy)carbonyl)-3,8-diazabicyclo[3.2.1]octane-2-carboxylic acid